N=1C=CN2C1SC1=C2C=CC=C1 benzo[d]imidazo[2,1-b]thiazole